Tetrazolo[1,5-a]Piperidine N=1N=NN2C1CCCC2